[NH4+].C(C)(C)(C)OC(N)=O carbamic acid tert-butyl ester ammonium salt